1,2-diethylpyridinium C(C)[N+]1=C(C=CC=C1)CC